(3S,4S)-1-cyclobutyl-4-{[5-(2,4-difluoro-phenyl)-isoxazole-3-carbonyl]-amino}-piperidine-3-carboxylic acid methyl ester COC(=O)[C@H]1CN(CC[C@@H]1NC(=O)C1=NOC(=C1)C1=C(C=C(C=C1)F)F)C1CCC1